C(C1=CC=CC=C1)OC1=CC(=C(C(=O)OC2=C(C(=C(C(=O)OCOC)C(=C2C)C)OCOC)Br)C(=C1)C)C methoxymethyl 4-((4-(benzyloxy)-2,6-dimethylbenzoyl)oxy)-3-bromo-2-(methoxymethoxy)-5,6-dimethylbenzoate